B(OCCCCCC)(O)O.FC(C=C)(F)F 1-(trifluoromethyl) ethylene hexyl borate